C(C1=CC=CC=C1)(=O)OCN1C(CCCC1=O)=O 2,6-dioxo-piperidin-1-ylmethyl benzoate